C(C)(=O)O.C(C)C1=C(C=CC=C1)P(C1=CC=CC=C1)C1=CC=CC=C1 Ethyl-(triphenylphosphine) acetate